[{Benzotriazol-1-yloxycarbonyl}-{1,3-dioxo-1,3-dihydro-isoindol-2-yl}-amino]-acetic acid tert-butyl ester C(C)(C)(C)OC(CN(N1C(C2=CC=CC=C2C1=O)=O)C(=O)ON1N=NC2=C1C=CC=C2)=O